(2-(2,6-dioxopiperidin-3-yl)-1-oxoisoindolin-4-yl)oxyacetic acid O=C1NC(CCC1N1C(C2=CC=CC(=C2C1)OCC(=O)O)=O)=O